N-[1-[6-[(1,3-dimethylpyrazol-4-yl)amino]-3-methyl-pyridazin-4-yl]-3-methyl-indol-5-yl]prop-2-enamide CN1N=C(C(=C1)NC1=CC(=C(N=N1)C)N1C=C(C2=CC(=CC=C12)NC(C=C)=O)C)C